dimethylolpropenyl-urea C(O)C(C=CNC(=O)N)CO